7-(4-(hydroxymethyl)phenyl)-2-methylbenzo[4,5]thieno[2,3-b]pyridin-4(1H)-one OCC1=CC=C(C=C1)C1=CC2=C(C3=C(NC(=CC3=O)C)S2)C=C1